BrC1=CC=C(C[N+]2=C3N(C(C=C2)=O)C=CC=C3)C=C1 1-(4-bromobenzyl)-4-oxo-4H-pyrido[1,2-a]pyrimidinium